CC(CC(=O)O)CCCCCCCCCCC β-methyltetradecanoic acid